(Z)-2-Methyl-but-2-en CC(C)=CC